BrC=1C(=C(C=CC1)B1OC(C(O1)(C)C)(C)C)C 2-(3-bromo-2-methylphenyl)-4,4,5,5-tetramethyl-1,3,2-dioxaborole